FC1(CC(N(CC1)C(=O)OCC1=CC=CC=C1)C1=C(C=CC=C1)CN1C(NC(C=2NC=NC12)=O)=S)F Benzyl 4,4-difluoro-2-(2-((6-oxo-2-thioxo-1,2,6,7-tetrahydro-3H-purin-3-yl)methyl)phenyl)piperidine-1-carboxylate